O1C[C@H](CC1)NC=1C=C(C=C2CN(CC12)C(=O)OC(C)(C)C)C(=O)OC 2-(tert-Butyl) 5-methyl (S)-7-((tetrahydrofuran-3-yl)amino)isoindoline-2,5-dicarboxylate